CC1=CC(=NN1)C(=O)NC1=CC=C(C=C1)OC(F)(F)F 5-methyl-N-(4-(trifluoromethoxy)phenyl)-1H-pyrazole-3-carboxamide